2-[2-(5-chloro-2-methyl-phenyl)-benzimidazol-1-yl]-2,N-dicyclohexyl-acetamide ClC=1C=CC(=C(C1)C1=NC2=C(N1C(C(=O)NC1CCCCC1)C1CCCCC1)C=CC=C2)C